(E)-N-(4-((4-([1,2,4]triazolo[1,5-a]pyridin-7-yloxy)-2-methoxy-5-methylphenyl)amino)-7-((tetrahydrofuran-3-yl)oxy)quinazolin-6-yl)-2-fluoro-3-((R)-1-methylpyrrolidin-2-yl)acrylamide N=1C=NN2C1C=C(C=C2)OC2=CC(=C(C=C2C)NC2=NC=NC1=CC(=C(C=C21)NC(/C(=C\[C@@H]2N(CCC2)C)/F)=O)OC2COCC2)OC